C1=NC=C(C2=CC=CC=C12)N1C(N(CC1C#N)C1=C(C=CC(=C1)C(F)(F)F)C)=O 3-(isoquinolin-4-yl)-1-(2-methyl-5-(trifluoromethyl)phenyl)-2-oxoimidazoline-4-carbonitrile